FC(=CI)C(F)(F)F 2,3,3,3-tetrafluoro-1-iodo-1-propene